N1(CCCCC1)C1CCN(CC1)C([C@H](CC(=O)N1CCC(CC1)N1C(NC2=CC=CC=C2C1)=O)NC1=C(C=CC(=C1)Cl)[N+](=O)[O-])=O (L)-1-[1,4']Bipiperidinyl-1'-yl-2-(5-chloro-2-nitro-phenylamino)-4-[4-(2-oxo-1,4-dihydro-2H-quinazolin-3-yl)-piperidin-1-yl]-butane-1,4-dione